N-(2-(2-methoxypyrimidin-4-yl)-1-methyl-1H-pyrrolo[3,2-c]pyridin-6-yl)-1-methyl-1H-pyrazole-4-carboxamide COC1=NC=CC(=N1)C1=CC=2C=NC(=CC2N1C)NC(=O)C=1C=NN(C1)C